FC(C(=O)O)(F)F.C(#N)C=1C=C(C=C2CCNCC12)CC(=O)OC methyl 2-(8-cyano-1,2,3,4-tetrahydroisoquinolin-6-yl)acetate trifluoroacetate